3,9,15,21-tetraisobutyl-4,10,12,16,22,24-hexamethyl-1,7,13,19-tetraoxa-4,10,16,22-tetrazacyclotetracosane C(C(C)C)C1COC(CN(C(COCCN(C(COC(CN(C(COCCN1C)CC(C)C)C)C)CC(C)C)C)CC(C)C)C)C